N-(3-FLUORO-4-PENTYLPHENYL)-6-METHOXY-[1,2,5]OXADIAZOLO[3,4-B]PYRAZIN-5-AMINE FC=1C=C(C=CC1CCCCC)NC1=NC=2C(N=C1OC)=NON2